FC=1C=CC(=NC1C)N1C2=C(SCC1)C=CC(=C2)NC(OC(C)(C)C)=O tert-Butyl (4-(5-fluoro-6-methylpyridin-2-yl)-3,4-dihydro-2H-benzo[b][1,4]thiazin-6-yl)carbamate